1-({3,4-difluoro-2-[(2-fluoro-4-iodophenyl)amino]phenyl}carbonyl)-3-({[2-(2,3-dihydro-1H-indol-3-yl)ethyl]amino}methyl)azetidin-3-ol acetate salt C(C)(=O)O.FC=1C(=C(C=CC1F)C(=O)N1CC(C1)(O)CNCCC1CNC2=CC=CC=C12)NC1=C(C=C(C=C1)I)F